FC=1C(=C(C=C(C1)F)C=1C=C2C(=NN1)N(C[C@@]1(N2C[C@@H](C1)O)CC)C(=O)OC(C)(C)C)OC tert-butyl (6aR,8R)-2-(3,5-difluoro-2-methoxyphenyl)-6a-ethyl-8-hydroxy-6a,7,8,9-tetrahydropyrrolo[1',2':4,5]pyrazino[2,3-c]pyridazine-5(6H)-carboxylate